ClC1=[N+](C=C(C=C1)Cl)[O-] 2,5-dichloro-1-oxido-pyridin-1-ium